FC1=CC(=C(C(=O)NC=2C(=NC(=CC2)OC)C)C=C1)NC1=C(C=C(C=C1)F)C(C)C 4-fluoro-2-((4-fluoro-2-isopropylphenyl)amino)-N-(6-methoxy-2-methylpyridin-3-yl)benzamide